1-(tert-butoxycarbonyl)piperidin-4-yl 4-(3-(4-chloro-3-cyclopropyl-1H-pyrrolo[2,3-b]pyridin-5-yl)phenyl)-3-oxopiperazine-1-carboxylate ClC1=C2C(=NC=C1C=1C=C(C=CC1)N1C(CN(CC1)C(=O)OC1CCN(CC1)C(=O)OC(C)(C)C)=O)NC=C2C2CC2